ClC=1N=C(C2=C(N1)C=CO2)NC2CCC(CC2)OC2=C1C=CC=NC1=CC(=N2)N2CCOCC2 2-chloro-N-((1s,4s)-4-((7-morpholino-1,6-naphthyridin-5-yl)oxy)cyclohexyl)furo[3,2-d]pyrimidin-4-amine